CC(C#N)(C)C1=C2C(=NC(=C1)N1[C@@H](COCC1)C)C(=NN2C)C2=NNC=C2 (R)-2-methyl-2-(1-methyl-5-(3-methylmorpholinyl)-3-(1H-pyrazol-3-yl)-1H-pyrazolo[4,3-b]pyridin-7-yl)propanenitrile